2-fluoro-6-[(4-methoxybenzyl)amino]-9-(tetrahydro-2H-pyran-2-yl)-9H-purine FC1=NC(=C2N=CN(C2=N1)C1OCCCC1)NCC1=CC=C(C=C1)OC